(2-(3,4-dimethoxyphenyl)-3-ethyl-1H-indol-5-yl)(4-(furan-2-carbonyl)piperazin-1-yl)methanone COC=1C=C(C=CC1OC)C=1NC2=CC=C(C=C2C1CC)C(=O)N1CCN(CC1)C(=O)C=1OC=CC1